FC1=C(C=C(C(=C1)C)C=1N=NC=CC1)NC(=O)N1C2C=3C=CC=CC3C(C1)C2 N-(2-fluoro-4-methyl-5-pyridazin-3-ylphenyl)-9-azatricyclo[6.2.1.02,7]undec-2(7),3,5-triene-9-carboxamide